Ethyl perfluorononan-1-oate FC(C(=O)OCC)(C(C(C(C(C(C(C(F)(F)F)(F)F)(F)F)(F)F)(F)F)(F)F)(F)F)F